OC1=C(C=C(C=C1)C=1C=C2C\C(\C(C2=CC1)=O)=N/O)C(F)(F)F (2E)-5-[4-hydroxy-3-(trifluorometh-yl)phenyl]-2-(hydroxyimino)-2,3-dihydro-1H-inden-1-one